C(C)OC(=O)C1CCN(CC1)CCI 1-(2-iodoethyl)-piperidine-4-carboxylic acid ethyl ester